FC1=C(C(=CC=C1)F)C=1C(=NC=C(C1)C)[C@@H]1CC(=NO1)N1C[C@H](CC1)NS(=O)(=O)C(C)F N-[(3S)-1-{(5S)-5-[3-(2,6-difluorophenyl)-5-methylpyridin-2-yl]-4,5-dihydro-1,2-oxazol-3-yl}pyrrolidin-3-yl]-1-fluoroethane-1-sulfonamide